CC1=C(C(=CC=C1CC=C)C)O 2,6-dimethyl-3-allylphenol